(Z)-7-bromo-N'-hydroxy-3-(2,2,2-trifluoroethyl)benzo[b]thiophene-2-carboximidamide BrC1=CC=CC2=C1SC(=C2CC(F)(F)F)/C(/N)=N/O